5-fluoro-1-(6-(methylamino)pyridin-3-yl)-1H-benzo[d]imidazol-2(3H)-one FC1=CC2=C(N(C(N2)=O)C=2C=NC(=CC2)NC)C=C1